2-cyclopropyl-1H-pyrrolo[2,3-b]pyridine C1(CC1)C1=CC=2C(=NC=CC2)N1